3-methyl-6-phenyl-7-benzoyl-6,7-dihydro-5H-[1,2,4]triazolo[3,4-b][1,3,4]thiadiazine CC1=NN=C2SC(C(NN21)C2=CC=CC=C2)C(C2=CC=CC=C2)=O